C(C)C=1C(NC=2C=C(C=NC2C1)CN1[C@H](CN(CC1)C1=CC(=C(C(=O)NC)C=C1)F)C)=O (S)-4-(4-((7-ethyl-6-oxo-5,6-dihydro-1,5-naphthyridin-3-yl)methyl)-3-methylpiperazin-1-yl)-2-fluoro-N-methylbenzamide